C1(=CC=CC=C1)C=1C=CCCC1 6-Phenyl-3H-benzol